[Si](C)(C)(C(C)(C)C)OC1(CC1)C=1C=C(C(=O)OC)C=CN1 methyl 2-(1-((tert-butyldimethylsilyl)oxy)cyclopropyl)isonicotinate